Cl/C=C/C1=NSC(=N1)C(=O)N (E)-3-(2-chlorovinyl)-1,2,4-thiadiazole-5-carboxamide